(1-(3-(3,4-dihydro-1,5-naphthyridin-1(2H)-yl)-1H-pyrazolo[3,4-b]pyrazin-6-yl)-4-propylpiperidin-4-yl)methanamine dihydrochloride Cl.Cl.N1(CCCC2=NC=CC=C12)C1=NNC2=NC(=CN=C21)N2CCC(CC2)(CCC)CN